(S)-methyl 3-(1-(4-fluorophenyl)-3,4-dihydroisoquinolin-2(1H)-yl)-3-oxopropanoate FC1=CC=C(C=C1)[C@@H]1N(CCC2=CC=CC=C12)C(CC(=O)OC)=O